2-(4-(((5-(4-fluorophenyl)-1,3,4-thiadiazol-2-yl)methyl)thio)-2-methylphenoxy)-2-methylpropanoic acid FC1=CC=C(C=C1)C1=NN=C(S1)CSC1=CC(=C(OC(C(=O)O)(C)C)C=C1)C